COC(C1=CC(=C(C#N)C(=C1)C)C)OC 4-(dimethoxymethyl)-2,6-dimethylbenzonitrile